CCCCCC/C=C\CCCCCCCC(=O)O[C@H](COC(=O)CCCC/C=C\C/C=C\C/C=C\CCCCC)COP(=O)(O)OC[C@H](CO)O 1-(6Z,9Z,12Z-octadecatrienoyl)-2-(9Z-hexadecenoyl)-glycero-3-phospho-(1'-sn-glycerol)